C(#N)C=1C=CC=C2C=C(NC12)C(=O)N(C1COCC1)C1=CC=C(C=C1)F 7-cyano-N-(4-fluorophenyl)-N-(oxolan-3-yl)-1H-indole-2-carboxamide